NC1(C(CCC1)CC)C(=O)O 1-amino-2-ethylcyclopentane-1-carboxylic acid